C1(=CC=CC=C1)S(=O)(=O)O.C(C1=CC=CC=C1)OC(=O)N[C@@H](CCCCN)C(=O)O ((benzyloxy)carbonyl)-L-lysine benzenesulfonate